Trimethyl-[bis(2-methylallyldimethylsilyl)cyclopentadienyl]platinum (IV) C[Pt](C1(C(=CC=C1)[Si](C)(C)CC(=C)C)[Si](CC(=C)C)(C)C)(C)C